methyl (s)-2-(p-toluenesulfonyloxy)propanoate CC1=CC=C(C=C1)S(=O)(=O)O[C@H](C(=O)OC)C